C(C)(C)C1(CC(=CC=C1)[Pd-](C=1CC(C=CC1)(C(C)C)C(C)C)Cl)C(C)C bis(3,3-diisopropylphenyl)palladium (II) chloride